3-(ethoxycarbonyl)-1-hydroxy-2,6-dimethyl-1H-pyrrolo[3,2-c]Pyridine C(C)OC(=O)C1=C(N(C2=C1C=NC(=C2)C)O)C